ClCC=1C=CC(=C(C#N)C1)C1CC1 5-(chloromethyl)-2-cyclopropylbenzonitrile